C(C)C(CO)(C)O 3-Ethyloxabutan-3-ol